COC(\C=C\CC[C@@H](C(=O)NC=1C(N(C=CC1)CC(=O)N[C@H]1[C@H]2CC[C@@H](C1)C2)=O)NC(=O)C=2OC1=C(C2C)C=CC=C1)=O (S,E)-Methyl-7-(1-(2-((1S,2R,4R)-bicyclo[2.2.1]heptan-2-ylamino)-2-oxoethyl)-2-oxo-1,2-dihydropyridin-3-ylamino)-6-(3-methylbenzofuran-2-carboxamido)-7-oxohept-2-enoat